FC1=C(C(=O)N[C@H]2CNCCC2)C=CC(=C1)C=1SC(=NN1)C 2-fluoro-4-(5-methyl-1,3,4-thiadiazol-2-yl)-N-[(3R)-3-piperidyl]benzamide